CC=1C=NC(=CC1)NC1=NNC(=C1)C 3-methyl-6-((5-methyl-1H-pyrazol-3-yl)amino)pyridin